4-(3-((5-(5-(difluoromethyl)-1,3,4-oxadiazol-2-yl)pyridin-2-yl)methyl)-5-fluoro-2-oxo-2,3-dihydro-1H-benzo[d]imidazol-1-yl)piperidine-1-carboxylic acid tert-butyl ester C(C)(C)(C)OC(=O)N1CCC(CC1)N1C(N(C2=C1C=CC(=C2)F)CC2=NC=C(C=C2)C=2OC(=NN2)C(F)F)=O